O=C1CN(CC1)C(=O)OCCCC butyl 3-oxopyrrolidine-1-carboxylate